CN1CCCCCC1 1-methyl-hexahydroazepine